6-chloro-7-(difluoromethylsulfanyl)-N-[5-(2-fluoroethoxy)-4,6-dimethoxy-pyrimidin-2-yl]-1H-indole-3-sulfonic acid amide ClC1=CC=C2C(=CNC2=C1SC(F)F)S(=O)(=O)NC1=NC(=C(C(=N1)OC)OCCF)OC